(1R,2S,3R)-N-[7-chloro-6-[4-((S)-3-methyltetrahydrofuran-3-yl)piperazin-4-ium-1-yl]-3-isoquinolyl]-2-ethyl-3-(1-methylpyrazol-4-yl)cyclopropanecarboxamide ClC1=C(C=C2C=C(N=CC2=C1)NC(=O)[C@@H]1[C@H]([C@H]1C=1C=NN(C1)C)CC)N1CC[NH+](CC1)[C@@]1(COCC1)C